2-(4-amino-3-chloro-phenyl)-1-ethyl-4-oxo-6-[[3-(trifluoromethyl)pyrazol-1-yl]methyl]pyridine-3-carboxylic acid NC1=C(C=C(C=C1)C=1N(C(=CC(C1C(=O)O)=O)CN1N=C(C=C1)C(F)(F)F)CC)Cl